(s)-1-methyl-5-(trifluoromethyl)-4,5,6,7-tetrahydroindazole-3-carboxylic acid CN1N=C(C=2C[C@H](CCC12)C(F)(F)F)C(=O)O